C(C)(C)(C)OC(=O)N1CC(CC(C1)C)OCCO 3-(2-Hydroxyethoxy)-5-methylpiperidine-1-carboxylic acid tert-butyl ester